CC(C=O)C(=O)O The molecule is the 2-methyl-3-oxo derivative of propanoic acid. It is a 3-oxo monocarboxylic acid and an aldehyde. It derives from a propionic acid. It is a conjugate acid of a 2-methyl-3-oxopropanoate.